methyl 6-((4-((2-methoxy-3-(1-methyl-1H-1,2,4-triazol-3-yl)phenyl)amino)-5-propionylpyridin-2-yl)amino)nicotinate COC1=C(C=CC=C1C1=NN(C=N1)C)NC1=CC(=NC=C1C(CC)=O)NC1=NC=C(C(=O)OC)C=C1